COCCNC(CN(CC=1NC(C2=C(N1)N(N=C2)C)=O)C)=O N-(2-methoxyethyl)-2-(methyl((1-methyl-4-oxo-4,5-dihydro-1H-pyrazolo[3,4-d]pyrimidin-6-yl)methyl)amino)acetamide